The molecule is a UDP-sugar having 6-sulfoquinovose as the sugar component. It is an UDP-sugar and a carbohydrate sulfonate. It derives from a quinovose. It is a conjugate acid of an UDP-6-sulfoquinovose(3-). C1=CN(C(=O)NC1=O)[C@H]2[C@@H]([C@@H]([C@H](O2)COP(=O)(O)OP(=O)(O)O[C@@H]3[C@@H]([C@H]([C@@H]([C@H](O3)CS(=O)(=O)O)O)O)O)O)O